(1,2,3,3a,4,5,6,6a-octahydrocyclopenta[c]pyrrol-5-yl)-5-(trifluoromethyl)furan-2-carboxamide 2,2,2-trifluoroacetic acid salt FC(C(=O)O)(F)F.C1NCC2C1CC(C2)C2=C(OC(=C2)C(F)(F)F)C(=O)N